CC(C(=O)OCC)(\C=C\C)C Ethyl (E)-2,2-dimethyl-3-pentenoate